5-((4-(3-((4-((3-chloro-4-fluorophenyl)amino)-7-methoxyquinazolin-6-yl)oxy)propyl)piperazine-1-yl)methyl)-2-(2,6-dioxopiperidin-3-yl)-6-fluoroisoindoline-1,3-dione ClC=1C=C(C=CC1F)NC1=NC=NC2=CC(=C(C=C12)OCCCN1CCN(CC1)CC=1C=C2C(N(C(C2=CC1F)=O)C1C(NC(CC1)=O)=O)=O)OC